Bis(aminoethyl)tetramethyl-disiloxane NCC[Si](O[Si](C)(C)C)(C)CCN